5,6-diamino-ortho-xylene NC1=CC=C(C(=C1N)C)C